Rhodium (I) bis(norbornadiene) tetrafluoroborate F[B-](F)(F)F.C12=CC=C(CC1)C2.C21=CC=C(CC2)C1.[Rh+]